C(C)N1CCC(CC1)NC(=O)C=1SC=C(C1)C=1SC(=NN1)C1=CC=CC=C1 N-(1-ethylpiperidin-4-yl)-4-(5-phenyl-1,3,4-thiadiazol-2-yl)thiophene-2-carboxamide